2-hydroxy-1-methylethyl-methacrylate OCC(C)OC(C(=C)C)=O